2-(4'-sec-amyl-benzoyl)benzoic acid C(C)(CCC)C1=CC=C(C(=O)C2=C(C(=O)O)C=CC=C2)C=C1